ClC=1C=CC(=NC1)O[C@@H]1C[C@@H]2CN([C@H]1CC2)C(=O)C2=C(C(=CC=C2)F)C2=NC=CC=N2 ((1S,4R,6R)-6-((5-chloropyridin-2-yl)oxy)-2-azabicyclo[2.2.2]oct-2-yl)(3-fluoro-2-(pyrimidin-2-yl)phenyl)methanone